O1CCN(CC1)C=1C=CC2=C(NC(=N2)C2=CC(=CN2)C(=O)C2=C(C=CC=C2)C(F)(F)F)C1 [5-(6-morpholino-1H-benzimidazol-2-yl)-1H-pyrrol-3-yl]-[2-(trifluoromethyl)phenyl]methanone